4-(((1-(1-((1-(cyclopropylethynyl)cyclobutyl)methyl)piperidin-4-yl)-1H-pyrazol-4-yl)methyl)amino)-2-(2,6-dioxopiperidin-3-yl)isoindoline-1,3-dione C1(CC1)C#CC1(CCC1)CN1CCC(CC1)N1N=CC(=C1)CNC1=C2C(N(C(C2=CC=C1)=O)C1C(NC(CC1)=O)=O)=O